2-morpholinesulfonic acid N1CC(OCC1)S(=O)(=O)O